4-Bromophenyl-magnesium bromide BrC1=CC=C(C=C1)[Mg]Br